2,3-dimercaptopropyl methyl ether COCC(CS)S